oxylcyclohexane-1-carboxylic acid OC1(CCCCC1)C(=O)O